[K].[K].C=1(C(=CC=CC1)C=1C(=CC=CC1)O)O biphenol dipotassium salt